N[C@@H]1C=2C(=NC=CC2)CC12CCN(CC2)C=2N=CC(=NC2)SC2=CC=NC1=C2OCC2N1C(OC2)=O 4-((5-((S)-5-amino-5,7-dihydrospiro[cyclopenta[b]pyridin-6,4'-piperidin]-1'-yl)pyrazin-2-yl)thio)-6a,7-dihydro-6H,9H-oxazolo[3,4-d]pyrido[3,2-b][1,4]oxazin-9-one